C(C1=CC=CC=C1)N1C[C@@H](CCC1)N (3R)-1-benzyl-piperidin-3-amine